NC1=NC(=C(C(=N1)C=1OC=CC1)C(=O)OCC)NCC1=C(C=CC=C1)OC ethyl 2-amino-4-(2-furyl)-6-[(2-methoxyphenyl)methylamino]pyrimidine-5-carboxylate